OC1=C(C=CC=C1)C(=O)CC ethyl 2-hydroxy-phenyl ketone